2-(2,4-difluorophenyl)-3-methyl-imidazole FC1=C(C=CC(=C1)F)C1=NC=CN1C